3-[3-[[[(7S)-3,4-dimethoxybicyclo[4.2.0]octa-1,3,5-trien-7-yl]methyl]methylamino]propyl]-1,3-dihydro-2H-benzazepine COC=1C=C2C[C@@H](C2=CC1OC)CN(CCCC1CNC2=C(C=C1)C=CC=C2)C